tert-butyl 3-fluoro-5-oxo-5,7-dihydrospiro[cyclopenta[b]pyridine-6,4'-piperidine]-1'-carboxylate FC=1C=C2C(=NC1)CC1(CCN(CC1)C(=O)OC(C)(C)C)C2=O